3-(cyclohexanesulfonamido)-N-(2,3-dihydro-1H-inden-2-yl)pyrazine-2-carboxamide C1(CCCCC1)S(=O)(=O)NC=1C(=NC=CN1)C(=O)NC1CC2=CC=CC=C2C1